2-(((tert-butyldimethylsilyl)oxy)methyl)-5-(1-fluorocyclobutyl)-4-(trifluoromethyl)pyridine [Si](C)(C)(C(C)(C)C)OCC1=NC=C(C(=C1)C(F)(F)F)C1(CCC1)F